dodecyl alcohol C(CCCCCCCCCCC)O